NC=1C(=C(C=C2C=C(N=CC12)NC(OC1CC(C1)C#N)=O)C1=C(C2=C(OCCN2)N=C1)C)F 3-Cyanocyclobutyl (8-amino-7-fluoro-6-(8-methyl-2,3-dihydro-1H-pyrido[2,3-b][1,4]oxazin-7-yl)isoquinolin-3-yl)carbamate